exo-6-fluoro-N-(1-phenylcyclobutyl)-1,1a,2,7b-tetrahydrocyclopropa[c][1]benzopyran-1-carboxamide FC=1C=CC2=C(C3C(CO2)C3C(=O)NC3(CCC3)C3=CC=CC=C3)C1